5-methyl-1-(oxan-2-yl)-4-(4,4,5-trimethyl-1,3,2-dioxaborolan-2-yl)indazole CC=1C(=C2C=NN(C2=CC1)C1OCCCC1)B1OC(C(O1)(C)C)C